FC(C(C(OC(C(F)(F)F)(F)F)(F)F)(C(F)(F)F)F)(F)F 1,1,1,2,3,3-hexafluoro-2-(trifluoromethyl)-3-(perfluoroethoxy)propane